Tert-butyl (2-amino-6-bromo-5-(difluoromethoxy)quinolin-3-yl)carbamate NC1=NC2=CC=C(C(=C2C=C1NC(OC(C)(C)C)=O)OC(F)F)Br